BrC=1C(=NC(=NC1)Cl)NC(CNC(OC(C)(C)C)=O)(C)C tert-butyl N-(2-[(5-bromo-2-chloro-pyrimidin-4-yl)amino]-2-methyl-propyl)carbamate